FC=1C=NN2C1C(NC1=C(C(=CC=C21)CN2CC=1N=C(OC1C2)C=2C=CC(=NC2F)C(=O)NC)F)=O 5-(5-((3,6-difluoro-4-oxo-4,5-dihydropyrazolo[1,5-a]quinoxalin-7-yl)methyl)-5,6-dihydro-4H-pyrrolo[3,4-d]oxazol-2-yl)-6-fluoro-N-methylpicolinamide